tert-butyl 7-((3-(2,6-bis(benzyloxy)pyridin-3-yl)-7-fluoro-1-methyl-1H-indazol-6-yl) amino)-2-azaspiro[3.5]nonane-2-carboxylate C(C1=CC=CC=C1)OC1=NC(=CC=C1C1=NN(C2=C(C(=CC=C12)NC1CCC2(CN(C2)C(=O)OC(C)(C)C)CC1)F)C)OCC1=CC=CC=C1